NC=1C=2N(C3=CC(=CC=C3N1)C(=O)N1C(CCCC1)C=1C=CC3=C(N=C(S3)C3CCN(CC3)C)C1)C=NC2 (4-aminoimidazo[1,5-a]quinoxalin-8-yl)(2-(2-(1-methylpiperidin-4-yl)benzo[d]thiazol-5-yl)piperidin-1-yl)methanone